C(CCCCCCC\C=C/C\C=C/CCCCC)(=O)O r-linoleic acid